N-[(3S,4R,5R)-1-(6-benzyloxyhexyl)-4,5-dihydroxy-6-oxo-3-piperidyl]acetamide C(C1=CC=CC=C1)OCCCCCCN1C[C@@H]([C@H]([C@H](C1=O)O)O)NC(C)=O